N1=CC=C(C=C1)C1=CN=C2N1N=C(C=C2)NCCCO 3-[[3-(4-pyridyl)imidazo[1,2-b]pyridazin-6-yl]amino]propan-1-ol